N1(C=NC=C1)C=1N=C(C2=C(N1)C=CC=N2)N[C@H]2CCCC1=CC=CC=C21 (S)-2-(1H-imidazol-1-yl)-N-(1,2,3,4-tetrahydronaphthalen-1-yl)pyrido[3,2-d]pyrimidin-4-amine